6-(4-chlorophenyl)-2-(3-fluorophenyl)-N-(trans-2-hydroxycyclobutyl)-3-oxo-2,3-dihydropyridazine-4-carboxamide ClC1=CC=C(C=C1)C=1C=C(C(N(N1)C1=CC(=CC=C1)F)=O)C(=O)N[C@H]1[C@@H](CC1)O